(R)-2,5,7,8-tetramethyl-2-((4R,8R)-4,8,12-trimethyltridecyl)chroman-6-yl-4-aminobenzoic acid C[C@@]1(OC2=C(C(=C(C(=C2CC1)C)C1=C(C(=O)O)C=CC(=C1)N)C)C)CCC[C@@H](CCC[C@@H](CCCC(C)C)C)C